perfluorophenyl 4-((4-(benzyloxy)-2-methoxy-6-methylbenzoyl)oxy)-3-fluoro-2,5,6-trimethylbenzoate C(C1=CC=CC=C1)OC1=CC(=C(C(=O)OC2=C(C(=C(C(=O)OC3=C(C(=C(C(=C3F)F)F)F)F)C(=C2C)C)C)F)C(=C1)C)OC